Cl.Cl.N1=CNC=2CNCCC21 4,5,6,7-tetrahydro-3H-imidazo[4,5-c]pyridine dihydrochloride